(S)-5-(((R)-tert-butylsulfinyl)amino)-3-chloro-5,7-dihydrospiro[cyclopenta[b]pyridine-6,4'-piperidine]-1'-carboxylic acid tert-butyl ester C(C)(C)(C)OC(=O)N1CCC2(CC1)[C@@H](C=1C(=NC=C(C1)Cl)C2)N[S@](=O)C(C)(C)C